C12(CC(C1)C2)N2C(C(=CC1=C2N=C(N=C1)NC1CCN(CC1)S(=O)(=O)C)C#N)=O 8-(bicyclo[1.1.1]pent-1-yl)-2-((1-(methylsulfonyl)piperidin-4-yl)amino)-7-oxo-7,8-dihydropyrido[2,3-d]pyrimidine-6-carbonitrile